BrC1=CC(=CC(=C1)C(F)(F)F)OC(C)C 1-Bromo-3-isopropoxy-5-(trifluoromethyl)benzene